C1CC2=NC1=CC3=NC(=CC4=CC=C(N4)C=C5C=CC(=C2)N5)CC3 isobacteriochlorin